(S)-5-(piperidin-3-ylamino)-7-((4-(pyrimidin-2-yl)benzyl)amino)pyrazolo[1,5-a]pyrimidine N1C[C@H](CCC1)NC1=NC=2N(C(=C1)NCC1=CC=C(C=C1)C1=NC=CC=N1)N=CC2